[Si](C)(C)(C(C)(C)C)OC=1C(=CC=C2C=CC=NC12)C(C1=C(C(=CC=C1)Cl)Cl)C=1C(=NC=CC1)NC ((8-((tert-Butyldimethylsilyl)oxy)quinolin-7-yl)(2,3-dichlorophenyl)methyl)-N-methylpyridin-2-amine